BrC=1SC(=NN1)C1=C(C=CC=C1)OC 2-bromo-5-(2-methoxyphenyl)-1,3,4-thiadiazole